(25S)-Spirost-5-en-3β,17α,27-triol C[C@H]1[C@]2([C@H](C[C@H]3[C@@H]4CC=C5C[C@H](CC[C@]5(C)[C@H]4CC[C@]23C)O)O[C@]12CC[C@@H](CO)CO2)O